C1(=CC=CC=CCC1)C1CCCCCCC1 bicyclooctane-1,3,5-triene